C(C1=CC=CC=C1)OC=1C=C(C=C(C1)C=1CCOCC1)NC(=O)C=1C=NN2C1N=C(C=C2)NC2=CC(=CC=C2)C2=NN(C=N2)C N-(3-(benzyloxy)-5-(3,6-dihydro-2H-pyran-4-yl)phenyl)-5-((3-(1-methyl-1H-1,2,4-triazol-3-yl)phenyl)amino)pyrazolo[1,5-a]pyrimidine-3-carboxamide